methyl 4-(hydroxymethyl)piperidine-2-carboxylate OCC1CC(NCC1)C(=O)OC